C1(CC1)[C@H](CNC(=O)C=1NC(C=NC1)=O)CC1=CC(=C(C=C1)F)F (R)-N-(2-cyclopropyl-3-(3,4-difluorophenyl)propyl)-6-oxo-1,6-dihydropyrazine-2-carboxamide